N-{3-[1-(4-Chloro-phenyl)-5-(3,4-dichloro-phenyl)-1,3-dihydro-isobenzofuran-1-yl]-propyl}-N-methyl-glycine ClC1=CC=C(C=C1)C1(OCC2=CC(=CC=C12)C1=CC(=C(C=C1)Cl)Cl)CCCN(CC(=O)O)C